7-(2-(4-(6-fluoro-2,3-dihydrobenzofuran-4-yl)piperazin-1-yl)ethyl)-3,4-dihydroquinolin-2(1H)-one-3,3-d2 FC1=CC2=C(CCO2)C(=C1)N1CCN(CC1)CCC1=CC=C2CC(C(NC2=C1)=O)([2H])[2H]